1,1-Dimethyl-4-(6-methylcarbamoyl-1,7,11b-triaza-benzo[c]fluoren-2-yl)-[1,4]diazepan-1-ium C[N+]1(CCN(CCC1)C1=NC2=C(C=C(C3=NC=4C=CC=CC4N23)C(NC)=O)C=C1)C